1',2'-dihydrospiro[cyclohexane-1,3'-indol] N1CC2(C3=CC=CC=C13)CCCCC2